(R)-3-(3-bromophenyl)-2-((tert-butoxycarbonyl)amino)propionic acid BrC=1C=C(C=CC1)C[C@H](C(=O)O)NC(=O)OC(C)(C)C